CC1=CC(OC2=C1C=CC(=C2)NC=2C=C(C=CC2)C)=O 4-methyl-7-[(3-tolyl)amino]-2H-benzopyran-2-one